CC=1C(=C(C=2C(N1)=NON2)N)CC=2C=NC(=CC2)OCC2(COC2)C 5-Methyl-6-({6-[(3-methyloxetan-3-yl)methoxy]pyridin-3-yl}methyl)[1,2,5]oxadiazolo[3,4-b]pyridin-7-amine